ClC([C@H]1OC([C@H]2N1CCC2)=O)(Cl)Cl (3R,7aS)-3-(trichloromethyl)tetrahydropyrrolo[1,2-c]oxazol-1(3H)-one